CN1C[C@@H](CC1)NC1=NN=C(C2=CC=CC=C12)C1=C(C=C(C=C1)C(F)(F)F)O (R)-2-(4-((1-methylpyrrolidin-3-yl)amino)phthalazin-1-yl)-5-(trifluoromethyl)phenol